(S)-tert-butyl 2-(6-(3-methyl-1H-pyrrolo[2,3-b]pyridin-5-yl)-2-pyridylmethyl-1,2,3,4-Tetrahydroisoquinolin-8-yl)pyrrolidine-1-carboxylate CC1=CNC2=NC=C(C=C21)C2=CC=CC(=N2)CC2NCCC1=CC=CC(=C21)[C@H]2N(CCC2)C(=O)OC(C)(C)C